N-(5-chloro-4-((4-chlorophenyl)(cyano)methyl)-2-methylphenyl)-4-hydroxybenzamide ClC=1C(=CC(=C(C1)NC(C1=CC=C(C=C1)O)=O)C)C(C#N)C1=CC=C(C=C1)Cl